O1C(=CC=C1)C=1C=CC(=C(C1)NC1=NC=NC2=CC(=C(C=C12)OC1CC2(CN(C2)C(C=C)=O)C1)OC)OC 1-(6-((4-((5-(furan-2-yl)-2-methoxyphenyl)amino)-7-methoxy-quinazolin-6-yl)oxy)-2-azaspiro[3.3]heptan-2-yl)prop-2-en-1-one